3-(cyclopropylamino)-4H-benzo[e][1,2]oxazine-4-one C1(CC1)NC1=NOC2=C(C1=O)C=CC=C2